C(C)N[C@H](CC(N)=O)C(=O)O ethyl-D-asparagine